C(C)N1C[C@H]([C@H](C1)C1=C(C=CC(=C1)C)S(=O)(=O)[O-])C1=C(C=CC(=C1)C)S(=O)(=O)[O-] (3R,4S)-1-ethylpyrrolidine-3,4-diylbis(4-methylbenzene-1-sulfonate)